BrC1=CC=C(C=C1)[C@@H]1[C@H]([C@@H](C[C@@H](C1)OC(C)C)C(NC1=C(C=C(C=C1)C(F)(F)F)F)=O)C(=O)O |r| rac-(1R,2S,4R,6R)-2-(4-bromophenyl)-6-((2-fluoro-4-(trifluoromethyl)phenyl)carbamoyl)-4-isopropoxycyclohexane-1-carboxylic acid